CC1=C(C=C(C=C1)[N+](=O)[O-])C(F)(F)F 1-methyl-4-nitro-2-trifluoromethyl-benzene